4-oxo-4H-benzo[H]chromen-2-carboxamide O=C1C=C(OC2=C3C(=CC=C12)C=CC=C3)C(=O)N